(R)-8-(8-((6-amino-2,3-dichloropyridin-4-yl)thio)-[1,2,4]triazolo[1,5-c]pyrimidin-5-yl)-8-azaspiro[4.5]decan-1-amine NC1=CC(=C(C(=N1)Cl)Cl)SC=1C=2N(C(=NC1)N1CCC3(CCC[C@H]3N)CC1)N=CN2